1-(4-(4-(cyclopropyl-(2,6-difluorophenyl)amino)-7-methoxy-6-(6-methoxypyridin-3-yl)-1H-indol-2-yl)-3-fluorophenyl)-3-methoxyurea C1(CC1)N(C1=C2C=C(NC2=C(C(=C1)C=1C=NC(=CC1)OC)OC)C1=C(C=C(C=C1)NC(=O)NOC)F)C1=C(C=CC=C1F)F